2-(2-{[(4-cyclopropyl-3-fluorophenyl)(phenyl)methyl]carbamoyl}-4-fluoropyrrolidin-1-yl)-2-oxoethyl 4-(cyclopropylmethyl)piperazine-1-carboxylate C1(CC1)CN1CCN(CC1)C(=O)OCC(=O)N1C(CC(C1)F)C(NC(C1=CC=CC=C1)C1=CC(=C(C=C1)C1CC1)F)=O